5-bromo-1-(4-methoxybenzyl)-3H-imidazo[4,5-b]pyridine BrC1=CC=C2C(=N1)NCN2CC2=CC=C(C=C2)OC